benzotriazole diethylphosphate C(C)OP(=O)(OCC)O.N1N=NC2=C1C=CC=C2